2-dimethylamino-1-(4-morpholinophenyl)-2-(4-methylphenylmethyl)butane-1-one CN(C(C(=O)C1=CC=C(C=C1)N1CCOCC1)(CC)CC1=CC=C(C=C1)C)C